FC1=C(C=CC=C1)C=1C(=C2N(N1)CCC2)C=2C=C1N=CC=NC1=CC2 6-(2-(2-Fluorophenyl)-5,6-dihydro-4H-pyrrolo[1,2-b]pyrazol-3-yl)quinoxaline